[Cu]O[Cu] cupriooxycopper